difluoromethyl-N-(4-chlorophenyl)acetohydrazide FC(F)CC(=O)N(N)C1=CC=C(C=C1)Cl